NC=1C(=NC(=C(C1)N)O)O 3,5-diamino-2,6-pyridinediol